NCCNCO[SiH3] aminoethylaminomethoxysilane